CC1=C(C(=O)NC(C)C2=CC(=CC3=CC=CC=C23)C=2C=NN(C2)C)C=CC(=C1)CNCC=1N=CSC1 2-methyl-N-(1-(3-(1-methyl-1H-pyrazol-4-yl)naphthalen-1-yl)ethyl)-4-(((thiazol-4-ylmethyl)amino)methyl)benzamide